4-amino-5-[2-(1H-imidazol-5-yl)ethylamino]-5-oxopentanoic acid NC(CCC(=O)O)C(=O)NCCC1=CN=CN1